bis-ethylacetone acetate C(C)(=O)O.C(C)C(C(C)=O)CC